(Z)-1-(4-amino-2-fluorobut-2-en-1-yl)-4-(5-fluoropyridin-3-yl)-1H-benzo[d]imidazol-6-carbonitrile NC\C=C(\CN1C=NC2=C1C=C(C=C2C=2C=NC=C(C2)F)C#N)/F